4-((R)-2-Amino-3-hydroxy-2-methylpropanoyl)-N-(1-(4-(2-(trans-4-amino-5-methylazepan-1-yl)ethyl)phenyl)-2-oxo-1,2-dihydropyrimidin-4-yl)piperazine-1-carboxamide hydrochloride salt Cl.N[C@@](C(=O)N1CCN(CC1)C(=O)NC1=NC(N(C=C1)C1=CC=C(C=C1)CCN1CC[C@H]([C@@H](CC1)C)N)=O)(CO)C